(R)-(2-(Fluoromethyl)morpholino)(5-(2,4,5-trifluoro-3-hydroxyphenyl)-1,2,4-oxadiazol-3-yl)methanone FC[C@@H]1OCCN(C1)C(=O)C1=NOC(=N1)C1=C(C(=C(C(=C1)F)F)O)F